C(C=C)C1(NCCC1=C)CO[Si](C)(C)C(C)(C)C 2-allyl-2-(((t-butyldimethylsilyl)oxy)methyl)-3-methylenepyrrolidine